N-(but-3-yn-1-yl)-4-(((2S,4R)-2-methyl-1-propionyl-1,2,3,4-tetrahydroquinolin-4-yl)amino)benzamide C(CC#C)NC(C1=CC=C(C=C1)N[C@@H]1C[C@@H](N(C2=CC=CC=C12)C(CC)=O)C)=O